COP1(S(OCC1)(=O)=O)=O 3-methoxy-1,2,3-oxathiaphospholane-2,2,3-trioxide